C1=CN2[C@H]3[C@H]([C@@H]([C@H](O3)CO)O)OC2=NC1=N.Cl 2,2'-Cyclocytidine hydrochloride